ClC=1C=C(C=CC1)C1=C(C2=CC=CC=C2C=C1)C=O (3-chlorophenyl)-1-naphthalenealdehyde